2-methyl-4-[4-(2-methylpyrimidin-4-yl)oxycyclohexyloxy]Pyrimidine CC1=NC=CC(=N1)OC1CCC(CC1)OC1=NC(=NC=C1)C